CS(=O)(=O)NC(C(N)C1=CC=CC=C1)C1=CC=CC=C1 N-(methylsulfonyl)-1,2-diphenylethylenediamine